benzo[c]azepine C=1NC=CC=C2C1C=CC=C2